(2S)-2-(2,4-dichlorophenyl)-10-methyl-2,3,7,8,9,10-hexahydro-[1,4]dioxino[2,3-H]isoquinoline hydrochloride Cl.ClC1=C(C=CC(=C1)Cl)[C@@H]1OC2=C(C=CC=3CCNC(C23)C)OC1